2-[3-[4-(3-Hydroxyphenyl)phenyl]-1H-pyrazol-4-yl]-1-methyl-2,3-dihydro-quinazolin-4-one OC=1C=C(C=CC1)C1=CC=C(C=C1)C1=NNC=C1C1N(C2=CC=CC=C2C(N1)=O)C